C(C)(C)(C)S(=O)(=O)C1=C(C=CC=C1)C1=NNC(=C1O)C 3-(2-(tert-butylsulfonyl)phenyl)-5-methyl-pyrazol-4-ol